C1(=CC=C(C=C1)OC1=CC=C(C=C1)O)OC1=CC=C(C=C1)O 4,4'-(1,4-benzenedioxy)diphenol